(3S)-7-((2S,5R)-4-acryloyl-2,5-dimethylpiperazin-1-yl)-9-chloro-3-((4-cyclopropyl-piperazin-1-yl)methyl)-10-(2,4-difluorophenyl)-2H-[1,4]thiazino[2,3,4-ij]quinazolin-5(3H)-one C(C=C)(=O)N1C[C@@H](N(C[C@H]1C)C1=NC(N2C3=C(C(=C(C=C13)Cl)C1=C(C=C(C=C1)F)F)SC[C@@H]2CN2CCN(CC2)C2CC2)=O)C